[O-]P([O-])(=O)OP(=O)([O-])[O-].[Na+].[Na+].[Na+].[Na+].C(=CCCCC)O hexenol tetrasodium diphosphate